C(#N)C=1C=NN2C1C(=CC(=C2F)OCC(C)(C)O)C=2C=CC(=NC2)N2CC1N(C(C2)C1)C(=O)OC(C)(C)C tert-butyl 3-(5-(3-cyano-7-fluoro-6-(2-hydroxy-2-methylpropoxy) pyrazolo[1,5-a]pyridin-4-yl) pyridin-2-yl)-3,6-diazabicyclo[3.1.1]heptane-6-carboxylate